BrC=1C=C(C=2N(C1)C(=C(N2)C)C)NCC2=C(C=CC=C2C)C 6-bromo-N-(2,6-dimethylbenzyl)-2,3-dimethylimidazo[1,2-a]pyridin-8-amine